NC1=C(C(=NN1C(C([2H])([2H])[2H])(C([2H])([2H])[2H])[2H])C1=CC=C(C=C1)C(C(=O)NC1=CC(=NO1)CC(C)(C)C)C)C(=O)N 5-Amino-3-[4-[2-[[3-(2,2-dimethylpropyl)isoxazol-5-yl]amino]-1-methyl-2-oxoethyl]phenyl]-1-[1,2,2,2-tetradeuterio-1-(trideuteriomethyl)ethyl]pyrazole-4-carboxamide